(rac)-tert-butyl-2'-{6-amino-5-[(2-chloro-5-fluorophenyl)methoxy]pyridin-3-yl}-5',6'-dihydrospiro[pyrrolidine-3,4'-pyrrolo[1,2-b]pyrazole]-1-carboxylate C(C)(C)(C)OC(=O)N1C[C@]2(CCN3N=C(C=C32)C=3C=NC(=C(C3)OCC3=C(C=CC(=C3)F)Cl)N)CC1 |r|